4-fluoro-1-(4-(4-(methoxymethyl)phenyl)pyrimidin-2-yl)-N-(3-methylquinuclidin-3-yl)piperidine-4-carboxamide FC1(CCN(CC1)C1=NC=CC(=N1)C1=CC=C(C=C1)COC)C(=O)NC1(CN2CCC1CC2)C